6-((2S,5R)-4-(bis(4-fluorophenyl)methyl)-2,5-dimethylpiperazin-1-yl)-2-chloro-8-methyl-9H-purine FC1=CC=C(C=C1)C(N1C[C@@H](N(C[C@H]1C)C1=C2N=C(NC2=NC(=N1)Cl)C)C)C1=CC=C(C=C1)F